N-ethyl-2-methyl-N-[[4-[5-(trifluoromethyl)-1,2,4-oxadiazol-3-yl]phenyl]methyl]propenamide C(C)N(C(C(=C)C)=O)CC1=CC=C(C=C1)C1=NOC(=N1)C(F)(F)F